CC1=CC=C(C=C1)S(=O)(=O)O.NC/C(/COC1=CC2=C(N=C(O2)NCC(=O)NC)C=C1)=C/F (Z)-2-((6-((2-(aminomethyl)-3-fluoroallyl)oxy)benzo[d]oxazol-2-yl)amino)-N-methylacetamide (4-methylbenzenesulfonate)